C1(CCC1)CC1=CC=C2C(=N1)NC=C2C2=CC=C1C(CC3(CCN(CC3)C)C1=C2)=O 6-(6-(cyclobutylmethyl)-1H-pyrrolo[2,3-b]pyridin-3-yl)-1'-methylspiro[indene-1,4'-piperidin]-3(2H)-one